(S)-(1-(7-methyl-2-((1-(3,4,5-trimethoxyphenyl)-1H-imidazol-4-yl)amino)-7H-purin-6-yl)pyrrolidin-2-yl)methanol CN1C=NC2=NC(=NC(=C12)N1[C@@H](CCC1)CO)NC=1N=CN(C1)C1=CC(=C(C(=C1)OC)OC)OC